3-amino-6-(aminomethyl)-4H-1,2,4-triazin-5-one dihydrochloride Cl.Cl.NC1=NN=C(C(N1)=O)CN